(E)-5,5-dimethyl-4-(3-(trifluoromethyl)benzylidene)tetrahydro-2H-pyran-2-one CC1(/C(/CC(OC1)=O)=C/C1=CC(=CC=C1)C(F)(F)F)C